1-(4Z,7Z,10Z,13Z,16Z,19Z-docosahexaenoyl)-2-(9Z-octadecenoyl)-glycero-3-phosphocholine CCCCCCCC/C=C\CCCCCCCC(=O)O[C@H](COC(=O)CC/C=C\C/C=C\C/C=C\C/C=C\C/C=C\C/C=C\CC)COP(=O)([O-])OCC[N+](C)(C)C